2-[(2'R,4S)-2'-fluoro-6-(1-fluorocyclopropyl)-1-oxospiro[3H-isoquinoline-4,1'-cyclopropane]-2-yl]-N-(5-(trifluoromethyl)pyrimidin-2-yl)acetamide F[C@H]1[C@]2(C1)CN(C(C1=CC=C(C=C12)C1(CC1)F)=O)CC(=O)NC1=NC=C(C=N1)C(F)(F)F